(Z)-1-(2-chloro-3-fluorophenyl)-N-((5-(difluoromethyl)-1-methyl-1H-pyrazole-3-carbonyl)oxy)cyclopropane-1-carboximidamide ClC1=C(C=CC=C1F)C1(CC1)/C(/NOC(=O)C1=NN(C(=C1)C(F)F)C)=N/[H]